[N+](#[C-])C(CC1=CC=CC=C1)C1=CC=CC=C1 (1-ISOCYANO-2-PHENYLETHYL)BENZENE